(2S,4R)-1-[(2S)-2-amino-3,3-dimethyl-butanoyl]-4-hydroxy-N-[(1S)-1-[4-(4-methyl-1,3-thiaphosphol-5-yl)phenyl]ethyl]pyrrolidine-2-carboxamide N[C@H](C(=O)N1[C@@H](C[C@H](C1)O)C(=O)N[C@@H](C)C1=CC=C(C=C1)C1=C(P=CS1)C)C(C)(C)C